8-(3-chlorophenyl)-9-(3-(((R)-1-(3-fluoropropyl)pyrrolidin-3-yl)oxy)phenyl)-7-methyl-6,7-dihydro-5H-benzo[7]annulene-3-carboxylic acid ClC=1C=C(C=CC1)C=1C(CCC2=C(C1C1=CC(=CC=C1)O[C@H]1CN(CC1)CCCF)C=CC(=C2)C(=O)O)C